O=C1CSCC1 3-oxothiacyclopentane